FC1(C(C1)CC(=O)N)F 2-(2,2-difluorocyclopropyl)acetamide